[N+](=O)([O-])C=1C(=NC=CC1CCO)C(=C)C 2-(3-nitro-2-(prop-1-en-2-yl)pyridin-4-yl)ethanol